C(C)(C)(C)OC(NCCC(CC(=O)C1=NC=CC=C1C1OCCO1)C(F)(F)F)=O (5-(3-(1,3-dioxolan-2-yl)pyridin-2-yl)-5-oxo-3-(trifluoromethyl)pentyl)carbamic acid tert-butyl ester